S(=O)(=O)(C1=C(C=CC2=CC=CC=C12)O)C1=C(C=CC2=CC=CC=C12)O 1,1'-sulfonylbis(naphthalen-2-ol)